2-(3-methyloxetan-3-yl)acetic acid CC1(COC1)CC(=O)O